4-Hydroxy-2,2,6,6-tetramethyl-1-piperidin-Ethanol OC1CC(N(C(C1)(C)C)CCO)(C)C